3-(3,5-di-t-butyl-4-hydroxyphenyl)propionic acid hydrazide C(C)(C)(C)C=1C=C(C=C(C1O)C(C)(C)C)CCC(=O)NN